C(C)N1C=CC2=C1C(N(C=C2C2=C(C=CC(=C2)C(C)(C)O)OC2=C(C=C(C=C2C)F)C)C)=O 1-ethyl-4-[2-(4-fluoro-2,6-dimethylphenoxy)-5-(2-hydroxypropan-2-yl)phenyl]-6-methyl-7-oxopyrrolo[2,3-c]pyridine